4,4'-di-n-octyloxyazobenzene C(CCCCCCC)OC1=CC=C(C=C1)N=NC1=CC=C(C=C1)OCCCCCCCC